O=C1N[C@H]2[C@@H](OC1)CCN(C2)C(=O)N2CC1(C2)C[C@@H](CC1)CC=1C(=CC(=NC1)C(F)(F)F)C#N 5-[[(6R)-2-[(4aR,8aS)-3-oxo-4,4a,5,7,8,8a-hexahydropyrido[4,3-b][1,4]oxazine-6-carbonyl]-2-azaspiro[3.4]octan-6-yl]methyl]-2-(trifluoromethyl)pyridine-4-carbonitrile